C1(CC1)C1=CC=CC(=N1)C1=NC(=NC(=N1)NC(C)C)NC1=CC(=CC=C1)S(=O)(=O)C 6-(6-cyclopropylpyridin-2-yl)-N2-isopropyl-N4-(3-(methylsulfonyl)phenyl)-1,3,5-triazine-2,4-diamine